O1[C@H](COC2=C1C=CC=C2)CN2C[C@@](CCC2)(C)COCCO 2-{(S)-1-[(S)-1-(2,3-dihydrobenzo[1,4]dioxin-2-yl)methyl]-3-methylpiperidin-3-ylmethoxy}-ethanol